(E)-3-((3,3-dibutyl-5-(4-isobutyramidophenyl)-7-(methylthio)-1,1-dioxido-2,3,4,5-tetrahydro-1,5-benzothiazepin-8-yl)oxy)acrylic acid C(CCC)C1(CS(C2=C(N(C1)C1=CC=C(C=C1)NC(C(C)C)=O)C=C(C(=C2)O/C=C/C(=O)O)SC)(=O)=O)CCCC